N-[3,7-dimethylocta-2,6-dien-1-yl]-3-(1H-imidazol-4-yl)prop-2-enamide CC(=CCNC(C=CC=1N=CNC1)=O)CCC=C(C)C